C(#N)C1CC(N(C1C)OCCCCCCCCCCCC)=O 4-cyano-1-dodecyloxy-5-methyl-pyrrolin-2(3H)-one